C(C)(C)(C)OC(=O)N1C(=CC2=CC(=CC=C12)OC)C1=NC(=CC=C1)Cl tert-Butyl-2-(6-chloropyridin-2-yl)-5-methoxy-1H-indole-1-carboxylate